C[C@H]1[C@H](CCCC1)N (1S,2R)-2-methylcyclohexylamine